5-(2-{4-[1-(methoxycarbonyl)cyclopropyl]phenyl}-2-azaspiro[3.3]heptan-6-yl)-3-methyl-1,2-oxazole-4-carboxylic acid COC(=O)C1(CC1)C1=CC=C(C=C1)N1CC2(C1)CC(C2)C2=C(C(=NO2)C)C(=O)O